6-isopropoxy-2-(1-methyl-2-oxabicyclo[2.1.1]hex-4-yl)-N-(1-((1r,2s)-2-methylcyclopropyl)-2-oxo-1,2-dihydropyridin-3-yl)-2H-pyrazolo[3,4-b]pyridine-5-carboxamide C(C)(C)OC=1C(=CC=2C(N1)=NN(C2)C21COC(C2)(C1)C)C(=O)NC=1C(N(C=CC1)[C@H]1[C@H](C1)C)=O